8-(1-cyclopropyl-1H-pyrazol-4-yl)-2-fluoro-8-methyl-7,8-dihydro-6H-cyclopenta[e]pyrazolo[1,5-a]pyrimidine-6-carboxylic acid C1(CC1)N1N=CC(=C1)C1(CC(C=2C=NC=3N(C21)N=C(C3)F)C(=O)O)C